Ethyl 4-(2-(1H-pyrazol-1-yl)acetamido)-2-hydroxybenzoate N1(N=CC=C1)CC(=O)NC1=CC(=C(C(=O)OCC)C=C1)O